(3-morpholinopropyl)fumaric acid methyl ester COC(\C(=C\C(=O)O)\CCCN1CCOCC1)=O